7-(7-(8-Ethyl-7-fluoro-3-hydroxynaphthalen-1-yl)-8-fluoro-2-(((2R,7aS)-2-fluorotetrahydro-1H-pyrrolizin-7a(5H)-yl)methoxy)quinazolin-4-yl)-2,7-diazaspiro[4.5]decan-3-one C(C)C=1C(=CC=C2C=C(C=C(C12)C1=CC=C2C(=NC(=NC2=C1F)OC[C@]12CCCN2C[C@@H](C1)F)N1CC2(CC(NC2)=O)CCC1)O)F